6-amino-9-cyclopentyl-2-{[2-fluoro-4-(methylsulfonyl)phenyl]amino}-7-(1H-indazol-4-yl)-7,9-dihydro-8H-purine-8-one NC1=C2N(C(N(C2=NC(=N1)NC1=C(C=C(C=C1)S(=O)(=O)C)F)C1CCCC1)=O)C1=C2C=NNC2=CC=C1